C(C1=CC=CC=C1)N([C@@H]1CN(CCC1)C(=O)N1CCC2=NC=CC=C21)C (S)-(3-(benzyl(methyl)amino)piperidin-1-yl)(2,3-dihydro-1H-pyrrolo[3,2-b]pyridin-1-yl)methanone